acryl (Acrylate) C(C=C)(=O)OC(=O)C=C